N-methyl-N-(2-diethylaminoethyl)-3-aminopropyl-trimethoxysilane CN(CCC[Si](OC)(OC)OC)CCN(CC)CC